azetidin-1-yl(morpholino)methanone N1(CCC1)C(=O)N1CCOCC1